methyl(5-((4,6-dimethylpyrimidin-2-yl)thio)-1H-benzo[d]imidazol-2-yl)carbamate COC(NC1=NC2=C(N1)C=CC(=C2)SC2=NC(=CC(=N2)C)C)=O